C(#C)C1=C(C=O)C=C(C(=C1)OC)OC 2-ethynyl-4,5-dimethoxybenzaldehyde